(±)-2-((1,1,1-trifluoro-3-methoxypropan-2-yl)oxy)isonicotinonitrile FC([C@@H](COC)OC=1C=C(C#N)C=CN1)(F)F |r|